C1=C(C=CC2=CC=CC=C12)C=C(C(=O)N)C 2-Naphthyl-methacrylamide